tert-butyl 7-(2-{[3-fluoro-4-(methylcarbamoyl)phenyl]amino}-5H,6H,7H,8H-pyrido[3,4-d]pyrimidin-7-yl)-8-methyl-1H,2H,3H-pyrido[2,3-b][1,4]oxazine-1-carboxylate FC=1C=C(C=CC1C(NC)=O)NC=1N=CC2=C(N1)CN(CC2)C2=C(C1=C(OCCN1C(=O)OC(C)(C)C)N=C2)C